C(C)(C)(C)OC(=O)N1CC=2N(CC1C)N=CC2C(=O)O 5-(tert-butoxycarbonyl)-6-methyl-4,5,6,7-tetrahydropyrazolo[1,5-a]pyrazine-3-carboxylic acid